3-(4-bromo-2-methylphenyl)-3-((2R,3R,4R,5R,6R)-3,4,5-tris(benzyloxy)-6-((benzyloxy)methyl)tetrahydro-2H-pyran-2-yl)propane-1,2-diol BrC1=CC(=C(C=C1)C(C(CO)O)[C@H]1O[C@@H]([C@H]([C@@H]([C@@H]1OCC1=CC=CC=C1)OCC1=CC=CC=C1)OCC1=CC=CC=C1)COCC1=CC=CC=C1)C